OC1=C(C=CC=C1)CC1=C(C=CC=C1)O Bis-(2-hydroxyphenyl)-methan